6-{1-[(S,S)-(2-oxa-5-aza-bicyclo[2.2.1]hept-5-yl)carbonyl]-piperidin-4-yloxy}-7-methoxy-quinazoline [C@@H]12OC[C@@H](N(C1)C(=O)N1CCC(CC1)OC=1C=C3C=NC=NC3=CC1OC)C2